OCCC(CC(CCC=CC)=O)O 1,3-dihydroxy-8-decen-5-one